NC([C@H](C[C@@H]1C(NCC1)=O)NC(=O)[C@@H]1[C@H]2C([C@H]2CN1C(=O)OC(C)(C)C)(C)C)=O tert-butyl (1R,2S,5S)-2-(((S)-1-amino-1-oxo-3-((R)-2-oxopyrrolidin-3-yl)propan-2-yl)carbamoyl)-6,6-dimethyl-3-azabicyclo[3.1.0]hexane-3-carboxylate